C(C)(C)(C)OC(=O)OC1(C(N(C2=CC(=CC=C12)C#CC1=NC=CC2=CN=C(C=C12)Cl)C(=O)OC(C)(C)C)=O)C tert-butyl 3-((tert-butoxycarbonyl)oxy)-6-((7-chloro-2,6-naphthyridin-1-yl)ethynyl)-3-methyl-2-oxoindoline-1-carboxylate